FC=1C=C2C(=NC1)NC=C2C2=NC(=C1C(=N2)N(N=C1)C)NC1C(C2CCC1CC2)C(=O)O (+/-)-trans-3-((6-(5-fluoro-1H-pyrrolo[2,3-b]pyridin-3-yl)-1-methyl-1H-pyrazolo[3,4-d]pyrimidin-4-yl)amino)bicyclo[2.2.2]octane-2-carboxylic acid